4-(((R)-1-(3-(difluoromethyl)-2-fluorophenyl)ethyl)amino)-6-((1S,4s)-4-fluoro-1-(methylimino)-1-oxidohexahydro-1λ6-thiopyran-4-yl)-8-methylpyrido[2,3-d]pyrimidin-7(8H)-one FC(C=1C(=C(C=CC1)[C@@H](C)NC=1C2=C(N=CN1)N(C(C(=C2)C2(CCS(CC2)(=O)=NC)F)=O)C)F)F